2-(diphenylmethoxy)-N,N-dimethylethylamine C1(=CC=CC=C1)C(OCCN(C)C)C1=CC=CC=C1